5-(3-fluoro-1-(1-methylpiperidin-4-yl)-1H-pyrazol-4-yl)-3-(6-methoxypyridin-3-yl)-1-tosyl-1H-pyrrolo[2,3-b]pyridine FC1=NN(C=C1C=1C=C2C(=NC1)N(C=C2C=2C=NC(=CC2)OC)S(=O)(=O)C2=CC=C(C)C=C2)C2CCN(CC2)C